Cl.C(C)(=O)OCC1=C(C=CC=C1)Cl (2-chlorophenyl)-methyl acetate hydrochloride